N-[3-(difluoromethyl)-1-(4-formylcyclohexyl)pyrazol-4-yl]-5-(6-oxa-3-azabicyclo[3.1.1]heptan-3-yl)pyrazolo[1,5-a]pyrimidine-3-carboxamide FC(C1=NN(C=C1NC(=O)C=1C=NN2C1N=C(C=C2)N2CC1OC(C2)C1)C1CCC(CC1)C=O)F